CC1C(=CC=CC1(NC(=O)C1=CC(=C(C=N1)CNC1(CC1)C(=O)O)C1CC1)NC(=O)C1=CC(=C(C=N1)CNC1(CC1)C(=O)O)C1CC1)C1=C(C=CC=C1)C 1,1'-((((((2,2'-dimethyl-[1,1'-biphenyl]-3,3-diyl)bis(azanediyl))bis(carbonyl))bis(4-cyclopropylpyridine-6,3-diyl))bis(methylene))bis(azanediyl))bis(cyclopropane-1-carboxylic acid)